(4R,5S)-4-acetamido-5-((naphthalen-2-ylmethyl)amino)-3-(pent-3-yloxy)cyclohex-1-ene-1-carboxylic acid C(C)(=O)N[C@H]1C(C=C(C[C@@H]1NCC1=CC2=CC=CC=C2C=C1)C(=O)O)OC(CC)CC